C1(CCC1)N1C=C(C=2C1=NC=C(C2C)N)F cyclobutyl-3-fluoro-4-methyl-1H-pyrrolo[2,3-b]pyridin-5-amine